ClC1=C(SC=C1)C=1N=C(OC1)C1=CC2=C(N(N=N2)C(C)C)C=C1 5-[4-(3-chlorothiophen-2-yl)-1,3-oxazol-2-yl]-1-(propan-2-yl)-1H-1,2,3-benzotriazole